FC=1C=C(C=CC1NCC1=CC=C(C=C1)F)NS(=O)(=O)C1CCCCC1 N-(3-fluoro-4-((4-fluorobenzyl)amino)phenyl)cyclohexanesulfonamide